CS(=O)(=O)OC(C(F)(F)F)C=1C=C2C=NN(C2=CC1F)C1=CC(=CC=C1)C(F)(F)F 2,2,2-trifluoro-1-(6-fluoro-1-(3-(trifluoromethyl)phenyl)-1H-indazol-5-yl)ethyl methanesulfonate